1-(4-((6-((3R,4R)-4-(3,4-dihydroisoquinoline-2(1H)-yl)-3-hydroxypiperidine-1-carbonyl)-2-isobutoxypyrimidine-4-yl)amino)piperidine-1-yl)ethane-1-one C1N(CCC2=CC=CC=C12)[C@H]1[C@@H](CN(CC1)C(=O)C1=CC(=NC(=N1)OCC(C)C)NC1CCN(CC1)C(C)=O)O